N-[1-[3-(N'-hydroxycarbamimidoyl)pyrazin-2-yl]ethyl]-3,5-bis(trifluoro-methyl)benzamide ON=C(N)C=1C(=NC=CN1)C(C)NC(C1=CC(=CC(=C1)C(F)(F)F)C(F)(F)F)=O